tris(4-aminophenyl)-1,3,5-triazine NC1=CC=C(C=C1)C1=NC(=NC(=N1)C1=CC=C(C=C1)N)C1=CC=C(C=C1)N